N-oleoyl-N-hydroxyethyl-N'-carboxymethyl-ethylenediamine sodium [Na].C(CCCCCCC\C=C/CCCCCCCC)(=O)N(CCNCC(=O)O)CCO